2-methyl-N-[[4-[5-(trifluoromethyl)-1,2,4-oxadiazol-3-yl]phenyl]methyl]butanamide propyl-3,4,5-trihydroxybenzoate C(CC)OC(C1=CC(=C(C(=C1)O)O)O)=O.CC(C(=O)NCC1=CC=C(C=C1)C1=NOC(=N1)C(F)(F)F)CC